3-bromo-2-chlorofluorobenzene BrC=1C(=C(C=CC1)F)Cl